2-[(3R)-3-[2-[5-[(4,6-difluoro-1H-indol-5-yl)oxy]-2-fluoro-phenyl]-1H-imidazol-5-yl]-3-methyl-2H-benzofuran-7-yl]acetic acid FC1=C2C=CNC2=CC(=C1OC=1C=CC(=C(C1)C=1NC(=CN1)[C@@]1(COC2=C1C=CC=C2CC(=O)O)C)F)F